CN1[C@H]2[C@@](CCC1)(CCC2)COC=2N=C(C1=C(N2)C(=C(N=C1)C1=CC(=CC2=CC=C(C(=C12)C#C)F)O)F)N1[C@@H](COCC1)C 4-(2-{[(4as,7ar)-1-methyl-octahydro-1H-cyclopenta[b]pyridin-4a-yl]methoxy}-8-fluoro-4-[(3R)-3-methylmorpholin-4-yl]pyrido[4,3-d]pyrimidin-7-yl)-5-ethynyl-6-fluoronaphthalene-2-ol